[C@H]12CN(C[C@H](CC1)N2)C2=NC(=NC1=C(C(=C(C=C21)C#C)C=2C=C(C=C1C=CN=C(C21)CC)O)F)OC[C@]21CCCN1C[C@@H](C2)F 8-(4-((1R,5S)-3,8-diazabicyclo[3.2.1]octan-3-yl)-6-ethynyl-8-fluoro-2-(((2R,7aS)-2-fluorotetrahydro-1H-pyrrolizin-7a(5H)-yl)methoxy)quinazolin-7-yl)-1-ethylisoquinolin-6-ol